O-((2R,3S,4R,5R)-4-Fluoro-5-(hydroxymethyl)-2-(2-isobutyramido-6-oxo-1H-purin-9(6H)-yl)tetrahydrofuran-3-yl) O-((9-(2-hydroxyethyl)-9H-purin-8-yl)methyl) S-hydrogen phosphorothioate P(O[C@H]1[C@@H](O[C@@H]([C@H]1F)CO)N1C=2N=C(NC(C2N=C1)=O)NC(C(C)C)=O)(OCC=1N(C2=NC=NC=C2N1)CCO)(S)=O